C(C)(C)(C)OC(=O)N1N=CC2=CC(=CC=C12)B1OC(C(O1)(C)C)(C)C 5-(4,4,5,5-tetramethyl-1,3,2-dioxaborolan-2-yl)-1H-indazole-1-carboxylic acid tert-butyl ester